(S)-N-(4-AMINO-3,4-DIOXO-1-PHENYLBUTAN-2-YL)-5-METHYL-3-PHENYLISOXAZOLE-4-CARBOXAMIDE NC(C([C@H](CC1=CC=CC=C1)NC(=O)C=1C(=NOC1C)C1=CC=CC=C1)=O)=O